(2R,3S)-3-(1-(3,4-dichlorobenzyl)-1H-pyrazol-3-yl)-2-(2,4-difluorophenyl)-1-(1H-1,2,4-triazol-1-yl)butan-2-ol ClC=1C=C(CN2N=C(C=C2)[C@@H]([C@@](CN2N=CN=C2)(O)C2=C(C=C(C=C2)F)F)C)C=CC1Cl